8-(3-hydroxy-1H-pyrazol-1-yl)-12,12-dimethyl-2λ6-thia-3,9,11,18,23-pentaazatetracyclo[17.3.1.111,14.05,10]tetracosa-1(22),5,7,9,19(23),20-hexaene-2,2,4-trione OC1=NN(C=C1)C1=CC=C2C(NS(C3=CC=CC(NCCCC4CC(N(C2=N1)C4)(C)C)=N3)(=O)=O)=O